5-ethyl-1-(tetrahydro-2H-pyran-2-yl)-1H-benzo[f]indazol-4(9H)-one C(C)C1=CC=CC2=C1C(C=1C=NN(C1C2)C2OCCCC2)=O